C(C)OC=1C=C(C=CC1OC)[C@@H](CS(=O)(=O)C)N (S)-1-(3-ethoxy-4-methoxyphenyl)-2-(methylsulfonyl)ethylamine